ethyl 6-ethyl-6H-furo[2,3-b]pyrrole-5-carboxylate C(C)N1C2=C(C=C1C(=O)OCC)C=CO2